ClC=1C=C(C=CC1)C(/C=C/C=O)(O)C1=CC(=CC=C1)Cl (E)-4,4-bis(3-chlorophenyl)-4-hydroxy-2-butenal